(1-Methyl-7-((R)-morpholin-2-ylmethoxy)-1H-benzo[d]imidazol-2-yloxy)piperidine-2,6-dione CN1C(=NC2=C1C(=CC=C2)OC[C@H]2CNCCO2)ON2C(CCCC2=O)=O